OCCCCCC=1OCCN1 ε-hydroxy-pentyl-oxazoline